C(C1=CC=CC=C1)OC=1C=CC2=C(B(N(N=C2)S(=O)(=O)C)O)C1 7-(benzyloxy)-2-(methylsulfonyl)benzo[d][1,2,3]diazaborinin-1(2H)-ol